N(C(=N)N)CC1(CCC1)C(=O)O 1-(carbamimidamido-methyl)cyclobutane-1-carboxylic acid